N-[4-(6,7-dimethoxyquinolin-4-yl)oxyphenyl]-5-(furan-2-yl)-4-hydroxy-6-methylpyridine-3-carboxamide COC=1C=C2C(=CC=NC2=CC1OC)OC1=CC=C(C=C1)NC(=O)C=1C=NC(=C(C1O)C=1OC=CC1)C